C(C)(C)(C)C=1C=C(CN(C(CN(S(=O)(=O)C2=C(C(=C(C(=C2F)F)F)F)F)CC2=C(C=CC=C2)F)=O)C2=C(C=C(C(=O)O)C=C2)OC)C=C(C1)C1CC1 4-(N-(3-(tert-butyl)-5-cyclopropylbenzyl)-2-(N-(2-fluorobenzyl)-(2,3,4,5,6-pentafluoro-phenyl)sulfonamido)acetamido)-3-methoxybenzoic acid